3-(7-bromo-8-fluoro-2-((1-methyl-2-oxabicyclo[2.1.1]hexane-4-yl)methoxy)quinazolin-4-yl)-3,8-diazabicyclo[3.2.1]octane-8-carboxylic acid tert-butyl ester C(C)(C)(C)OC(=O)N1C2CN(CC1CC2)C2=NC(=NC1=C(C(=CC=C21)Br)F)OCC21COC(C2)(C1)C